7-amino-2-(4-(benzyl(methyl)amino)phenyl)-8-nitro-4H-chromen-4-one NC1=CC=C2C(C=C(OC2=C1[N+](=O)[O-])C1=CC=C(C=C1)N(C)CC1=CC=CC=C1)=O